(S)-5-methyl-2-phenyl-3-(piperidin-1-yl)-6-(1-(quinoxalin-6-yl)ethyl)pyrazolo[1,5-a]pyrimidin-7(4H)-one CC=1NC=2N(C(C1[C@@H](C)C=1C=C3N=CC=NC3=CC1)=O)N=C(C2N2CCCCC2)C2=CC=CC=C2